C(#N)C1(CC1)C1=NC=CC=C1C#N 2-(1-cyanocyclopropyl)pyridine-3-carbonitrile